(S)-2-HYDROXY-2,3-DIMETHYLBUTANOIC ACID O[C@](C(=O)O)(C(C)C)C